(S)-3-(allyloxy)-2-methyl-2-(2,2,2-trifluoroacetamido)propanoic acid C(C=C)OC[C@@](C(=O)O)(NC(C(F)(F)F)=O)C